2-bromo-5-(trifluoromethyl)-5,6,7,8-tetrahydroimidazo[1,2-a]pyridine BrC=1N=C2N(C(CCC2)C(F)(F)F)C1